tert-butyl 6-(3-isothiocyanato-5-(trifluoromethyl)-1H-pyrazol-1-yl)-2-azaspiro[3.3]heptane-2-carboxylate N(=C=S)C1=NN(C(=C1)C(F)(F)F)C1CC2(CN(C2)C(=O)OC(C)(C)C)C1